Cl.N1C=NC=C1 (imidazole)-HCl